OC(=O)C(F)(F)F.O=C1N(C[C@H]2N1CCNC2)CC(CC(=O)O)(C)C 4-[(8aS)-3-oxo-1,5,6,7,8,8a-hexahydroimidazo[1,5-a]pyrazin-2-yl]-3,3-dimethyl-butanoic acid TFA salt